1,2-diamino-1-butyl-ethane NC(CN)CCCC